2-cyclopropyl-2-deutero-acetic acid methyl ester COC(C([2H])C1CC1)=O